2-[3-(4-{[(tert-butoxy)carbonyl]amino}cyclohexyl)-4-{2-[(2,3-dihydro-1H-inden-2-yl)amino]pyrimidin-5-yl}-1H-pyrazol-1-yl]acetic acid C(C)(C)(C)OC(=O)NC1CCC(CC1)C1=NN(C=C1C=1C=NC(=NC1)NC1CC2=CC=CC=C2C1)CC(=O)O